2-aminoethane-1-ol NCCO